(±)-(4R,5R)-5-(Oxazol-2-yl)-4-(5-(phenylethynyl)pyridin-3-yl)oxazolidin-2-one O1C(=NC=C1)[C@H]1[C@H](NC(O1)=O)C=1C=NC=C(C1)C#CC1=CC=CC=C1 |r|